(S)-Methyl 2-(furan-2-carboxamido)-4-(piperazin-1-yl)butanoate O1C(=CC=C1)C(=O)N[C@H](C(=O)OC)CCN1CCNCC1